N-acryloyl-2-ethylpiperidine C(C=C)(=O)N1C(CCCC1)CC